C(#N)C1=CC2=C(N(C(N=C2N2[C@H](CN(CC2)C(=O)[O-])C)=O)C=2C(=NC=CC2C)C(C)C)N=C1C1=C2C=NNC2=CC=C1C (3S)-4-(6-cyano-1-(2-isopropyl-4-methylpyridin-3-yl)-7-(5-methyl-1H-indazole-4-yl)-2-oxo-1,2-dihydropyrido[2,3-d]pyrimidin-4-yl)-3-methylpiperazine-1-carboxylate